trans-6-chloro-5'-methoxy-N-methyl-4-((2R,3R)-3-methylmorpholin-2-yl)-[2,4'-bipyridine]-2'-carboxamide ClC1=CC(=CC(=N1)C1=CC(=NC=C1OC)C(=O)NC)[C@@H]1[C@H](NCCO1)C